CC=1C=CC2=C(N(C(=N2)NC2=CC=CC=C2)CC2=CC=NC=C2)C1 (6-methyl-1-(pyridin-4-ylmethyl)-1H-benzo[d]imidazol-2-yl)aniline